N-(6-{[4-({[tert-butyl(dimethyl)silyl]oxy}methyl)-1H-pyrazol-1-yl]methyl}-4-methoxy-1,2-benzoxazol-3-yl)-2,6-dimethoxybenzene-1-sulfonamide [Si](C)(C)(C(C)(C)C)OCC=1C=NN(C1)CC1=CC2=C(C(=NO2)NS(=O)(=O)C2=C(C=CC=C2OC)OC)C(=C1)OC